2,2'-binaphthaleneamine C=1(C(=CC=C2C=CC=CC12)C1=CC2=CC=CC=C2C=C1)N